C([O-])([O-])=O.C(O)(O)=O.[NH4+].[NH4+] diammonium bis[carbonate]